5-Chloro-N-(3-(3,3-dimethylbutyl)-3-azaspiro[5.5]undecan-9-yl)-1'-ethyl-1-methyl-1H,1'H-[3,4'-bipyrazole]-4-carboxamide ClC1=C(C(=NN1C)C=1C=NN(C1)CC)C(=O)NC1CCC2(CCN(CC2)CCC(C)(C)C)CC1